FC1=CC=CC=2COCCCOC=3C(=CC=C(C4=NNC5=CN=C(C12)C=C45)C3)N3[C@H]4CN([C@@H](C3)C4)C 17-fluoro-5-[(1R,4R)-5-methyl-2,5-diazabicyclo[2.2.1]heptan-2-yl]-7,11-dioxa-20,23,24-triazapentacyclo[17.5.2.12,6.013,18.022,25]heptacosa-1(24),2,4,6(27),13(18),14,16,19,21,25-decaene